1,3,4-tri-O-acetyl-azido-2-deoxy-alpha-L-fucopyranose C(C)(=O)O[C@]1(C[C@H](OC(C)=O)[C@H](OC(C)=O)[C@@H](O1)C)N=[N+]=[N-]